5-(pyrazin-2-yl)pyridine-2-carboxylate N1=C(C=NC=C1)C=1C=CC(=NC1)C(=O)[O-]